2-(5-Fluoropyridin-2-yl)-6,6-dimethyl-3-(2-methyl-2H-pyrazolo[4,3-b]pyridin-7-yl)-6,7-dihydro-4H-pyrazolo[5,1-c][1,4]oxazine FC=1C=CC(=NC1)C1=NN2C(COC(C2)(C)C)=C1C=1C=2C(N=CC1)=CN(N2)C